ClC1=CC=2N3C(COCC2C(=N1)C(F)(F)F)CC3 2-chloro-4-(trifluoromethyl)-7,7a,8,9-tetrahydro-5H-azeto[2,1-c]pyrido[4,3-e][1,4]oxazepine